1,3-bis(di-sec-butylphosphino)propane C(C)(CC)P(CCCP(C(C)CC)C(C)CC)C(C)CC